((1s,2r)-2-hydroxycyclohexyl)-8-(1-methyl-1H-pyrazol-4-yl)-6-(4-(trifluoromethyl)phenyl)pyrido[3,4-d]pyrimidin-4(3H)-one O[C@H]1[C@@H](CCCC1)C=1NC(C2=C(N1)C(=NC(=C2)C2=CC=C(C=C2)C(F)(F)F)C=2C=NN(C2)C)=O